[Ge]1(=CC=CC=C1)C=O germainal